FC1=C(C=CC(=C1F)OC)C1=CN=C2N1C=CN=C2NC2=CC(=C(C(=O)NCC1CCN(CC1)CC1CN(C1)C(=O)OC(C)(C)C)C=C2)CC tert-butyl 3-((4-((4-((3-(2,3-difluoro-4-methoxyphenyl) imidazo[1,2-a]pyrazin-8-yl)amino)-2-ethylbenzamido)methyl)piperidin-1-yl)methyl)azetidine-1-carboxylate